O1N=C(CC1)C1=C(N)C=CC=C1C 2-(4,5-dihydroisoxazol-3-yl)-3-methylaniline